(R)-2-methyl-succinic acid dimethyl ester COC([C@@H](CC(=O)OC)C)=O